F[B-](F)(F)F.[Pd+2].C1(C=CC=C1)C1=CCCC=CCC1.F[B-](F)(F)F (cyclopentadienyl)(1,5-cyclooctadiene) palladium tetrafluoroborate